CC=1C(=NC=CC1)C=1SC=2C=NC(=CC2N1)NC1=NC(=CC=C1)N1C[C@H](N([C@H](C1)C)C)C N-[2-(3-Methylpyridin-2-yl)-[1,3]thiazolo[5,4-c]pyridin-6-yl]-6-[(3R,5S)-3,4,5-trimethylpiperazin-1-yl]pyridin-2-amine